ClC1=C(C=CC=C1)C1CC2=C(CCC1)C=CC=C2 6-(2-chlorophenyl)-6,7,8,9-tetrahydro-5H-benzo[7]annulen